The molecule is a linear tetrapyrrole anion obtained by deprotonation of the two carboxy groups of mycobilin a; major species at pH 7.3. It is a dicarboxylic acid dianion and a linear tetrapyrrole anion. It is a conjugate base of a mycobilin a. CC\\1=C(/C(=C/C2=C(C(=C(N2)C(=O)C3=C(C(=C(N3)C=O)C)C=C)C)CCC(=O)[O-])/N/C1=C\\C4=NC(=O)C(=C4C)C=C)CCC(=O)[O-]